(2-allylsulfonyl-benzimidazole-1-yl)-acetic acid C(C=C)S(=O)(=O)C1=NC2=C(N1CC(=O)O)C=CC=C2